ethyl 2-[(2,4-difluorophenyl)hydrazono]-3-oxo-propanoate FC1=C(C=CC(=C1)F)NN=C(C(=O)OCC)C=O